C(C)(C)OC(CNC(=O)C1C(CCC(C1)C)C(C)C)=O [(2-ISOPROPYL-5-METHYL-CYCLOHEXANECARBONYL)-AMINO]-ACETIC ACID ISOPROPYL ESTER